2-[(4-cyclopropyl-5-tetrahydrofuran-3-yl-imidazol-1-yl)methoxy]ethyl-trimethyl-silane C1(CC1)C=1N=CN(C1C1COCC1)COCC[Si](C)(C)C